CC1=NNC(=C1/C=C/C(=O)N1C(C=CCC1)=O)C (E)-1-(3-(3,5-dimethyl-1H-pyrazol-4-yl)acryloyl)-5,6-dihydropyridin-2(1H)-one